[Br-].CC=1N=C(SC1C)[N+]=1N(N=C(N1)C1=CC=CC=C1)C1=CC=CC=C1 3-(4,5-dimethylthiazol-2-yl)-2,5-diphenyl-2H-tetrazol-3-ium bromide